[Ir+2].COC1=CC=CCCCC1 methoxy(cyclooctadiene) iridium (II)